phenyl (tert-butyl salicylate) carbonate C(O)(O)=O.C(C)(C)(C)OC=1C(C(=O)OC2=CC=CC=C2)=CC=CC1